ClC1=CC(=C(C(=O)O)C=C1)C1=NC=NC(=C1)OC 4-chloro-2-(6-methoxypyrimidin-4-yl)benzoic acid